6-bromo-2-(difluoromethyl)benzo[d]thiazole BrC1=CC2=C(N=C(S2)C(F)F)C=C1